7-(3-{[(4-benzoylmorpholin-2-yl)methyl]carbamoyl}azetidin-1-yl)-6-fluoro-4-oxo-1-(1,3-thiazol-2-yl)-1,4-dihydro-1,8-naphthyridine-3-carboxylic acid C(C1=CC=CC=C1)(=O)N1CC(OCC1)CNC(=O)C1CN(C1)C1=C(C=C2C(C(=CN(C2=N1)C=1SC=CN1)C(=O)O)=O)F